N1(N=CC=C1)C(C(=O)N)C 1H-pyrazol-1-yl-propionamide